Ethyl (E)-3-(1-(3,5-bis(trifluoromethyl)benzyl)-4-fluoro-1H-indol-3-yl)-2-cyanoacrylate FC(C=1C=C(CN2C=C(C3=C(C=CC=C23)F)/C=C(/C(=O)OCC)\C#N)C=C(C1)C(F)(F)F)(F)F